(S)-1-((7-Cyano-2-(3'-(7-((1-hydroxypropan-2-ylamino)methyl)-2-methylpyrido[3,2-d]pyrimidin-4-ylamino)-2,2'-dimethylbiphenyl-3-yl)benzo[d]oxazol-5-yl)methyl)piperidin C(#N)C1=CC(=CC=2N=C(OC21)C=2C(=C(C=CC2)C2=C(C(=CC=C2)NC=2C1=C(N=C(N2)C)C=C(C=N1)CN[C@H](CO)C)C)C)CN1CCCCC1